C(CCC)[C@H]1CC2=C(NC3=C(C=C(C=C23)CO)F)C(N1)C1=CC=C(C=C1)F [(3S)-3-butyl-8-fluoro-1-(4-fluorophenyl)-2,3,4,9-tetrahydro-1H-pyrido[3,4-b]indol-6-yl]methanol